NC1=C(C=C(C=N1)NC(C(=O)N1[C@H](CC[C@@H](C1)C)C1=CC(=CC=C1)N1CCN(CC1)C)=O)C N-(6-amino-5-methyl-3-pyridyl)-2-[(2R,5S)-5-methyl-2-[3-(4-methylpiperazin-1-yl)phenyl]-1-piperidyl]-2-oxo-acetamide